ClC1=CC=C(C=C1)C1=CN=C(S1)C12CC(C1)(C2)NC(=O)C=2OC(=CC2)C2(CC2)S(=O)(=O)C N-[3-[5-(4-chlorophenyl)thiazol-2-yl]-1-bicyclo[1.1.1]pentanyl]-5-(1-methylsulfonylcyclopropyl)furan-2-carboxamide